tert-butyl bicyclo[3.1.1]heptane-6-carboxylate C12CCCC(C1C(=O)OC(C)(C)C)C2